1-methyl-2-(3-(4-methylpiperazin-1-yl)propyl)-7-(1H-pyrazol-1-yl)-1H-imidazo[4,5-d]thieno[3,2-b]pyridin-4-amine CN1C(=NC=2C1=C1C(=NC2N)C=C(S1)N1N=CC=C1)CCCN1CCN(CC1)C